CC(C)N[C@@H](C(C)C)C(=O)O propan-2-yl(valine)